ClC=1C=C(C(=O)O)C=CC1C1=NC2=CC=C(C=C2C=C1)O 3-chloro-4-(6-hydroxyquinolin-2-yl)benzoic acid